C1(=CC=CC=C1)C(C1=CC=CC=C1)=NC1=CSC=2C=NN(C(C21)=O)CC(F)(F)F 3-((Diphenylmethylene)amino)-5-(2,2,2-trifluoroethyl)thieno[2,3-d]pyridazin-4(5H)-one